O1CCN(CC1)C1=CC(=NC=2N1N=C(C2)C2=CC=NC=C2)CN (7-morpholino-2-(pyridin-4-yl)pyrazolo[1,5-a]pyrimidin-5-yl)methanamine